C1(=CC=CC=C1)N1C(N(C2=C1C=CC=C2)C2=CC=CC=C2)=[Ir+] N,N'-diphenylbenzimidazol-2-ylideneiridium(III)